(5,6,7,8-tetrahydroisoquinolin-1-yl)morpholine C1(=NC=CC=2CCCCC12)N1CCOCC1